NC1=NC(=CC(=N1)C=1N=NN(C1)CC1=C(C(=O)O)C=CC=C1)C1=CC(=CC=C1)C#N o-({4-[2-amino-6-(m-cyanophenyl)-4-pyrimidinyl]-1H-1,2,3-triazol-1-yl}methyl)benzoic acid